C(C)(C)(C)C1=CN=C(O1)CSC1=CN=C(S1)NC(=O)C1CCN(CC1)CCCC=1C=C2CCN(C(C2=CC1)C)C(CC#N)=O N-(5-(((5-(tert-butyl)oxazol-2-yl)methyl)thio)thiazol-2-yl)-1-(3-(2-(2-cyanoacetyl)-1-methyl-1,2,3,4-tetrahydroisoquinolin-6-yl)propyl)piperidine-4-carboxamide